5-(3-benzyl-1-((2-methyl-2H-1,2,3-triazol-4-yl)sulfonyl)pyrrolidin-3-yl)-1-(4-fluorophenyl)-6-methoxy-1H-indazole C(C1=CC=CC=C1)C1(CN(CC1)S(=O)(=O)C1=NN(N=C1)C)C=1C=C2C=NN(C2=CC1OC)C1=CC=C(C=C1)F